2-(4-(3-(3-Chlorobenzyl)-1,2,4-oxadiazol-5-yl)phenoxy)-N-((3R,5R)-1-cyano-5-methylpyrrolidin-3-yl)propenamide ClC=1C=C(CC2=NOC(=N2)C2=CC=C(OC(C(=O)N[C@H]3CN([C@@H](C3)C)C#N)=C)C=C2)C=CC1